chloromethylenecarbamate (chloromethylene carbamate) ClC=NC(O)=O.ClC=NC(O)=O